benzyltrimethyltriethylene glycol C(C1=CC=CC=C1)C(C(C)(C)O)(OCCOCCO)C